methyl (S)-3-(8-chloro-6-(2-chlorophenyl)-1-mercapto-4H-benzo[f][1,2,4]triazolo[4,3-a][1,4]diazepin-4-yl)propionate ClC=1C=CC2=C(C(=N[C@H](C=3N2C(=NN3)S)CCC(=O)OC)C3=C(C=CC=C3)Cl)C1